C(C)C=1N=C(SC1)N1N=C(C(=C1)CC1=CC=C(C=C1)S(=O)(=O)C)C1=CC=CC=C1 ethyl-2-(4-(4-(methylsulfonyl)benzyl)-3-phenyl-1H-pyrazol-1-yl)thiazole